FC(CCCO)(C(C(C(C(C(F)(F)F)(F)F)(F)F)(F)F)(F)F)F 4,4,5,5,6,6,7,7,8,8,9,9,9-tridecafluoro-1-nonanol